C(C=C)N1N(C2=NC(=NC=C2C1=O)NC1=CC=C2C(=C(N(C2=C1)C)C)F)C1=NC(=CC=C1)C(C)(C)O 2-allyl-6-((3-fluoro-1,2-dimethyl-1H-indol-6-yl)amino)-1-(6-(2-hydroxypropan-2-yl)pyridin-2-yl)-1,2-dihydro-3H-pyrazolo[3,4-d]pyrimidin-3-one